F[C@@H]1CN(CC1)C[C@@H](C)[C@H]1CC[C@H]2\C(\CCC[C@]12C)=C\C=C1C[C@H](C[C@@H](C1)O)O (1R,3R)-5-(2-((1R,3aS,7aR,E)-1-((S)-1-((S)-3-fluoropyrrolidin-1-yl)propan-2-yl)-7a-methyl-octahydro-4H-inden-4-ylidene)ethylidene)cyclohexane-1,3-diol